[Sb].[Se].[Zn] Zinc-selenium-antimony